6-chloro-2-(2,6-difluoro-3,5-dimethoxyphenyl)-4-(3-methoxy-3-methylpyrrolidin-1-yl)pyrido[3,4-d]pyrimidine ClC1=CC2=C(N=C(N=C2N2CC(CC2)(C)OC)C2=C(C(=CC(=C2F)OC)OC)F)C=N1